1-(4-(4-(6-(2-hydroxypropan-2-yl)pyridin-3-yl)benzyl)phenyl)-5-methyl-1H-1,2,4-triazole-3-carboxamide OC(C)(C)C1=CC=C(C=N1)C1=CC=C(CC2=CC=C(C=C2)N2N=C(N=C2C)C(=O)N)C=C1